(2S,4R)-4-(benzyloxy)-1-nitrosopyrrolidine-2-carboxylic acid C(C1=CC=CC=C1)O[C@@H]1C[C@H](N(C1)N=O)C(=O)O